rac-cis-(1S,2R,5R)-3-[(tert-butoxy)carbonyl]-3-azabicyclo[3.1.0]hexane-2-carboxylic acid C(C)(C)(C)OC(=O)N1[C@H]([C@H]2C[C@H]2C1)C(=O)O |r|